COC=1C=C(C=CC1)C1=NN=C(O1)C12CC3(CC(CC(C1)C3)C2)NC(=O)C2=NC(=CC=C2)C 6-Methyl-pyridine-2-carboxylic acid {3-[5-(3-methoxy-phenyl)-[1,3,4]oxadiazol-2-yl]-adamantan-1-yl}-amide